1-Dodecanesulfonic acid sodium salt [Na+].C(CCCCCCCCCCC)S(=O)(=O)[O-]